difluoroborole FC1=C(BC=C1)F